2-cyano-1H-pyrrol C(#N)C=1NC=CC1